4,4''-bis{(naphthalen-1-yl)-phenylamino}-1,1':4',1''-terphenyl C1(=CC=CC2=CC=CC=C12)N(C1=CC=C(C=C1)C1=CC=C(C=C1)C1=CC=C(C=C1)N(C1=CC=CC=C1)C1=CC=CC2=CC=CC=C12)C1=CC=CC=C1